(1,2,4)triazole N1N=CN=C1